1-n-Butyl-3-isobutyl-5-tert-butyl-4-hydroxy-pyrazol C(CCC)N1N=C(C(=C1C(C)(C)C)O)CC(C)C